ClC1=CC=C(C(=N1)C(=O)O)NC(C)C=1C=C(C=C2C(C(=C(OC12)C1=NC(=CC=C1)C(F)F)C)=O)C 6-Chloro-3-[1-[2-[6-(difluoromethyl)-2-pyridyl]-3,6-dimethyl-4-oxo-chromen-8-yl]ethylamino]pyridine-2-carboxylic acid